(2E)-3-methoxy-2-(2-{[4-(trifluoromethyl)pyridin-2-yl]oxy}phenyl)prop-2-enoic acid methyl ester COC(\C(=C\OC)\C1=C(C=CC=C1)OC1=NC=CC(=C1)C(F)(F)F)=O